C1(=CC=CC=C1)[B-](C1=CC=CC=C1)(C1=CC=CC=C1)C1=CC=CC=C1.N12C=CCN=C2CCCC1 1,5-diazabicyclo[4.4.0]decene-5-ene tetraphenyl-borate